ClC1=CC=2C(=NN(N2)C=2C=C(C=C(C2O)C(C)(C)C)CCC(=O)O)C=C1 3-[3-(5-chloro-2H-benzotriazol-2-yl)-5-tert-butyl-4-hydroxyphenyl]propionic acid